ClC=1C(=C(C=CC1)CNC(CC(C(=O)NC(C)C)N1C(C2=CC=CC=C2C1=O)=O)=O)F (2-((3-chloro-2-fluorophenylmethyl)amino)-2-oxoethyl)-2-(1,3-dioxoisoindolin-2-yl)-N-isopropylacetamide